N-methyl-2-({4-[3-(3-methylphenyl)-1H-pyrrolo[3,2-b]pyridin-2-yl]pyridin-3-yl}oxy)ethan-1-amine CNCCOC=1C=NC=CC1C1=C(C2=NC=CC=C2N1)C1=CC(=CC=C1)C